4-[2-(2-methylpyrimidin-4-yl)oxyethyl-[4-(5,6,7,8-tetrahydro-1,8-naphthyridin-2-yl)butyl]amino]-2-[(2-phenylacetyl)amino]butanoic acid CC1=NC=CC(=N1)OCCN(CCC(C(=O)O)NC(CC1=CC=CC=C1)=O)CCCCC1=NC=2NCCCC2C=C1